rac-(5R)-5-phenyl-N-[rac-(6S)-4-methyl-5-oxo-7,8-dihydro-6H-pyrazolo[1,5-a][1,3]diazepin-6-yl]-5,6,7,8-tetrahydro-[1,2,4]triazolo[1,5-a]pyridine-2-carboxamide C1(=CC=CC=C1)[C@H]1CCCC=2N1N=C(N2)C(=O)N[C@@H]2C(N(C=1N(CC2)N=CC1)C)=O |r|